ClC1=C(C=C(C=C1)[C@H](C(=O)N1CCN(CC1)C=1C2=C(N=CN1)[C@@H](C[C@H]2C)O)CNCC(C)C)F (S)-2-(4-chloro-3-fluorophenyl)-1-(4-((5R,7R)-7-hydroxy-5-methyl-6,7-dihydro-5H-cyclopenta[d]pyrimidin-4-yl)piperazin-1-yl)-3-(isobutylamino)propan-1-one